C(=O)O.ClC=1N=C(C2=C(N1)C(=C(S2)C2CNCC2)C)NCC=2OC=CC2 2-chloro-N-[(furan-2-yl)methyl]-7-methyl-6-(pyrrolidin-3-yl)thieno[3,2-d]pyrimidine-4-amine formate